5-(3-isopropyl-2-(1H-pyrazolo[3,4-b]pyridin-4-yl)-1H-indol-5-yl)-N-(1-isopropylpiperidin-4-yl)-1,3,4-thiadiazole-2-carboxamide C(C)(C)C1=C(NC2=CC=C(C=C12)C1=NN=C(S1)C(=O)NC1CCN(CC1)C(C)C)C1=C2C(=NC=C1)NN=C2